4-cyclohexyl-1-((4-phenoxybutyryl)glycyl)pyrrolidine-2-carboxylic acid methyl ester COC(=O)C1N(CC(C1)C1CCCCC1)C(CNC(CCCOC1=CC=CC=C1)=O)=O